C(C)C1=CC=2C(=NC(=CN2)N[C@@H](C)C=2C=C(C=CC2F)NC(C2=CN=C(C=C2)C(F)(F)F)=O)S1 (S)-N-(3-(1-((6-ethylthieno[2,3-b]pyrazin-3-yl)amino)ethyl)-4-fluorophenyl)-6-(trifluoromethyl)nicotinamide